N-methyl-7-(trifluoromethyl)-3,4-dihydro-2H-pyrano[2,3-b]pyridin-4-amine CNC1CCOC2=NC(=CC=C21)C(F)(F)F